O1CCC(CC1)N1CCC(CC1)NC1=C2C=CN(C2=CC=C1)CC(F)(F)F 4-{[1-(oxan-4-yl)piperidin-4-yl]amino}-1-(2,2,2-trifluoroethyl)-1H-indol